2-hydroxy-1-(4-(methylsulfonyl)phenyl)ethanone OCC(=O)C1=CC=C(C=C1)S(=O)(=O)C